CN1CCC(=C1C)C 1,4,5-trimethyl-2,3-dihydro-1H-pyrrole